S1C(=NC2=C1C=CC=C2)C=2C=C(C=C1C=NC(=NC21)NC)C 8-(benzothiazol-2-yl)-N,6-dimethylquinazolin-2-amine